FC=1C=CC(=NC1)NC1=C(C(=O)N)C(=CC=N1)NC1=C(C=C(C=C1)N1CCOCC1)N(S(=O)(=O)C)C ((5-fluoropyridin-2-yl)amino)-4-((2-(N-methyl-methanesulfonamido)-4-morpholinophenyl)amino)-nicotinamide